OC1=CC=C(CCNC(=O)C=2N=C(OC2C2=C(C=CC=C2)[N+](=O)[O-])C2=CC=C(C=C2)C(F)(F)F)C=C1 (4-hydroxyphenethyl)-5-(2-nitrophenyl)-2-(4-(trifluoromethyl)phenyl)oxazole-4-carboxamide